tert-Butyl 7-(4-amino-5-methoxy-2-(1-(tetrahydro-2H-pyran-2-yl)-1H-pyrazol-4-yl)phenyl)-2,7-diazaspiro[3.5]nonane-2-carboxylate NC1=CC(=C(C=C1OC)N1CCC2(CN(C2)C(=O)OC(C)(C)C)CC1)C=1C=NN(C1)C1OCCCC1